1,8-octanediol di(methacrylate) C(C(=C)C)(=O)OCCCCCCCCOC(C(=C)C)=O